2-(3-fluoro-2-(trifluoromethyl)phenyl)-6-hydroxy-6-methyl-2-methylamino-cyclohexane-1-one FC=1C(=C(C=CC1)C1(C(C(CCC1)(C)O)=O)NC)C(F)(F)F